CN(C(=NC)N(C)C)C 1,1,2,3,3-pentamethylguanidine